C(C)SC1=NSC(=N1)NC(=O)N1CC2(C1)CCC(CC2)N(C=2C1=C(N=CN2)NC=C1)C N-(3-(Ethylthio)-1,2,4-thiadiazol-5-yl)-7-(methyl(7H-pyrrolo[2,3-d]pyrimidine-4-yl)amino)-2-azaspiro[3.5]nonane-2-carboxamide